5-(2,5-dioxotetrahydrofuranyl)-3-methyl-cyclohexane-1,2-dicarboxylic anhydride O=C1OC(CC1C1CC(C2C(C1)C(=O)OC2=O)C)=O